1-(4-methoxyphenyl)indazole COC1=CC=C(C=C1)N1N=CC2=CC=CC=C12